ClC=1C=C(C=CC1)C1=NN(C(=C1)C(=O)OCC)C ethyl 3-(3-chlorophenyl)-1-methyl-1H-pyrazole-5-carboxylate